vinyl-1,2,4-triazole C(=C)C1=NNC=N1